4-iodo-5-methylpyridine IC1=CC=NC=C1C